[NH4+].OC1=C(C=2C(=C(C(=[O+]C2C=C1O)C1=CC(O)=C(O)C=C1)O)C1=CC=CC=C1C(=O)O)O 6-hydroxycyanidineBenzoic acid, ammonium salt